(9H-fluoren-9-yl)methyl ((2S,3R)-1-((1-(5-(3-cyano-6-ethoxypyrazolo[1,5-a]pyridin-4-yl)pyridin-2-yl)-4-(pyridin-2-ylmethyl)piperidin-4-yl)amino)-3-hydroxy-1-oxobutan-2-yl)carbamate C(#N)C=1C=NN2C1C(=CC(=C2)OCC)C=2C=CC(=NC2)N2CCC(CC2)(CC2=NC=CC=C2)NC([C@H]([C@@H](C)O)NC(OCC2C1=CC=CC=C1C=1C=CC=CC21)=O)=O